succinic acid monosodium succinate C(CCC(=O)O)(=O)[O-].[Na+].C(CCC(=O)O)(=O)O